F[C@@H](C(=O)NC1=C(C=C(C=C1)CCC1=CC=C(C=C1)C(F)(F)F)N1CCCCC1)[C@H](CCCC)F (2S,3S)-2,3-difluoro-N-(2-(piperidin-1-yl)-4-(4-(trifluoromethyl)phenethyl)phenyl)heptanamide